ClC1=NN(C2=CC=C(C(=C12)CC(=O)N1[C@H](C2=CC=CC(=C2C[C@@H]1CO)C(C)(C)O)C)Cl)C 2-(3,5-DICHLORo-1-METHYL-INDAZOL-4-YL)-1-[(1S,3R)-3-(HYDROXYMETHYL)-5-(1-HYDROXY-1-METHYL-ETHYL)-1-METHYL-3,4-DIHYDRO-1H-ISOCHINOLIN-2-YL]ETHANON